CN1N=CC2=CN=C(N=C12)C=1C=C2COC(=O)C2=CC1 1-methyl-6-(5-phthalideyl)-1H-1,2,5,7-tetraazaindene